(2S,5R)-5-(2-chlorophenyl)-1-(4-phenoxybenzoyl)pyrrolidine-2-carboxylic acid ClC1=C(C=CC=C1)[C@H]1CC[C@H](N1C(C1=CC=C(C=C1)OC1=CC=CC=C1)=O)C(=O)O